methyl 4-(N-(tert-butoxycarbonyl)-N-(2-(dimethylamino) ethyl) sulfamoyl)-benzoate C(C)(C)(C)OC(=O)N(S(=O)(=O)C1=CC=C(C(=O)OC)C=C1)CCN(C)C